O=C(CSC1=NN=NN1C1=C(C(=O)O)C=CC=C1)N1CCC2=CC(=CC=C12)C=1C=NC=CC1 (5-((2-oxo-2-(5-(pyridin-3-yl)indolin-1-yl)ethyl)thio)-1H-tetrazol-1-yl)benzoic acid